2-(6-(4-(3H-imidazo[4,5-b]pyridin-7-yl)-(Methylsulfonyl)1H-pyrazol-1-yl)pyridin-3-yl)-3,3,3-trifluoropropan-1-amine N1=CNC2=NC=CC(=C21)C=2C(=NN(C2)C2=CC=C(C=N2)C(CN)C(F)(F)F)S(=O)(=O)C